NC1=C(C(=NC=2N1N=C(C2C(C)C)C)SC)C#N 7-amino-3-isopropyl-2-methyl-5-(methylthio)pyrazolo[1,5-a]pyrimidine-6-carbonitrile